2,6-dihydroxybenzoate sodium [Na+].OC1=C(C(=O)[O-])C(=CC=C1)O